bis-benzyl L-glutamate N[C@@H](CCC(=O)OCC1=CC=CC=C1)C(=O)OCC1=CC=CC=C1